Cl.Cl.C(CC)OCCC n-propyl ether dihydrochloride